CC1C(CCCC1)NC1=CC=CC(=N1)S(=O)(=O)NC(=O)C=1C(=NC=CC1)N1C(CC(C1)C)(C)C N-[[6-[(2-Methylcyclohexyl)amino]-2-pyridyl]sulfonyl]-2-(2,2,4-trimethylpyrrolidin-1-yl)pyridin-3-carboxamid